4,4'-bis(phenylethynyl)-1,1'-biphenyl C1(=CC=CC=C1)C#CC1=CC=C(C=C1)C1=CC=C(C=C1)C#CC1=CC=CC=C1